6-(8-fluoro-7-(7-fluoro-8-((triisopropyl silyl)ethynyl)naphthalen-1-yl)-2-methyl-1,6-naphthyridin-4-yl)-7-methyl-2,6-diazabicyclo[3.2.0]heptane-2-carboxylate FC=1C(=NC=C2C(=CC(=NC12)C)N1C2CCN(C2C1C)C(=O)[O-])C1=CC=CC2=CC=C(C(=C12)C#C[Si](C(C)C)(C(C)C)C(C)C)F